2-O-tert-butyl-8-O-ethyl-1H-isoquinoline-2,8-dicarboxylic acid C(C)(C)(C)OC(=O)N1CC2=C(C=CC=C2C=C1)C(=O)OCC